2,4-Difluoro-N-(1-(methyl-d3)-2-oxo-5-(4-(piperazin-1-yl)quinazolin-6-yl)-1,2-dihydropyridin-3-yl)benzenesulfonamide trifluoroacetate FC(C(=O)O)(F)F.FC1=C(C=CC(=C1)F)S(=O)(=O)NC=1C(N(C=C(C1)C=1C=C2C(=NC=NC2=CC1)N1CCNCC1)C([2H])([2H])[2H])=O